Cl.Cl.COC=1C=CC=C2C(N(C(=NC12)CCCNC)CC(C)(C)C)=O 8-methoxy-2-(3-(methylamino)propyl)-3-neopentylquinazolin-4(3H)-one bis-hydrochloride salt